C(C1=CC=CC=C1)OC(=O)N[C@H]1C[C@@H](CCC1)CN1CCN(CC1)C(=O)OC(C)(C)C tert-butyl 4-[[(1R,3R)-3-(benzyloxycarbonylamino)cyclohexyl]methyl]piperazine-1-carboxylate